S=C1NN=NN1CCCCNC(C)=O N-(4-(5-thioxo-4,5-dihydro-1H-tetrazol-1-yl)butyl)acetamide